C(CCCCCCCCCCCC=CCCCCCCCC)(=O)OCCCCCCCCCCCCCCCCCCCCCCCCCCCCCCCCCCCCC(C)C 37-methyloctatriacontyl docos-13-enoate